N1CNC2=C1C=CC=C2 1,3-dihydro-benzimidazole